(1R,3R,4R)-2-((R)-2-bromo-9-hydroxy-9H-fluorene-9-carbonyl)-N-((S)-1-cyano-2-((R)-2-oxopiperidin-3-yl)ethyl)-5,5-difluoro-2-azabicyclo[2.2.2]octane-3-carboxamide BrC1=CC=2[C@](C3=CC=CC=C3C2C=C1)(C(=O)N1[C@H]2CC([C@@H]([C@@H]1C(=O)N[C@@H](C[C@@H]1C(NCCC1)=O)C#N)CC2)(F)F)O